FC1=C(C(=O)N(C)[C@@H]2O[C@@H]([C@@H]([C@@H]([C@H]2O)N2N=NC(=C2)C2=CC(=CC=C2)F)O)CO)C(=C(C(=C1F)F)F)F 2,3,4,5,6-pentafluoro-N-((2R,3R,4S,5R,6R)-4-(4-(3-fluorophenyl)-1H-1,2,3-triazol-1-yl)-3,5-dihydroxy-6-(hydroxymethyl)tetrahydro-2H-pyran-2-yl)-N-methylbenzamide